The molecule is a galactosamine phosphate that is D-galactosamine substituted at position 1 by a monophosphate group. It derives from a D-galactosamine. C([C@@H]1[C@@H]([C@@H]([C@H](C(O1)OP(=O)(O)O)N)O)O)O